FC1=C(C=CC=C1)[C@@H](CC)N (1R)-1-(2-fluorophenyl)propan-1-amine